2-(3,4-dihydroxy-phenyl)-2-[[2-(3,4-dihydroxy-phenyl)-3,4-dihydroxy-5,7-dihydroxy-2H-1-benzopyran-3-yl]oxy]-3,4-dihydroxy-2H-1-benzopyran-3,4,5,7-tetrol OC=1C=C(C=CC1O)C1(OC=2C(C(C1(O)O)(O)O)=C(C=C(C2)O)O)OC2(C(OC1=C(C2O)C(=CC(=C1)O)O)C1=CC(=C(C=C1)O)O)O